9,9-bis(methoxymethyl)Fluorene COCC1(C2=CC=CC=C2C=2C=CC=CC12)COC